N-(3,5-difluoro-4-((7-methoxy-2-oxo-3H-imidazo[4,5-c][1,8]naphthyridin-1-yl)methyl)phenyl)sulfonylacetamide FC=1C=C(C=C(C1CN1C(NC=2C=NC=3N=C(C=CC3C21)OC)=O)F)S(=O)(=O)NC(C)=O